[Pd+2].C1(CCCCC1)P(C1=C(C=CC=C1)C1=C(C=CC=C1OC(C)C)OC(C)C)C1CCCCC1 dicyclohexyl(2',6'-diisopropoxybiphenyl-2-yl)phosphine palladium(II)